C(=O)=C1CCCN1 5-carbonylpyrrolidine